tridecanethiol C(CCCCCCCCCCCC)S